ethyl 3-(((6-hydroxy-5'-methyl-4-pentyl-1',2',3',4'-tetrahydro-[1,1'-biphenyl]-2-yl)oxy)(methoxy)phosphoryl)propanoate OC1=CC(=CC(=C1C1CCCC(=C1)C)OP(=O)(OC)CCC(=O)OCC)CCCCC